rac-7-(aminomethyl)-1,4-dioxaspiro[4.5]decan-7-ol NC[C@@]1(CC2(OCCO2)CCC1)O |r|